N1C=C(C2=CC=CC=C12)NC[C@@H]1N(CCC2=CC(=C(C=C12)OCC)OC)C=O (R)-1-(((1H-indol-3-yl)amino)methyl)-7-ethoxy-6-methoxy-3,4-dihydroisoquinoline-2(1H)-formaldehyde